N-(3-(4-chlorophenyl)-1-(methylsulfonyl)pyrrolidin-3-yl)-4-(trifluoromethoxy)benzenesulfonamide ClC1=CC=C(C=C1)C1(CN(CC1)S(=O)(=O)C)NS(=O)(=O)C1=CC=C(C=C1)OC(F)(F)F